ClC1=CC(=C(C=C1)C1=CC(=NC=2N1C(C(=C(N2)C)C)=O)N2C[C@H](O[C@H](C2)C2=CC(=NC=C2)C)C)F 6-(4-chloro-2-fluorophenyl)-2,3-dimethyl-8-((2R,6S)-2-methyl-6-(2-methylpyridin-4-yl)morpholino)-4H-pyrimido[1,2-a]pyrimidin-4-one